FC1(CCC(CC1)OC=1C=C(\C=C/2\C(=C(C3=CC(=CC=C23)F)CC(=O)O)C)C=CC1)F (Z)-2-(1-(3-((4,4-difluorocyclohexyl)oxy)benzylidene)-5-fluoro-2-methyl-1H-inden-3-yl)acetic acid